1-(3-bromo-5-chloro-2-hydroxyphenyl)-2-hydroxyethan-1-one BrC=1C(=C(C=C(C1)Cl)C(CO)=O)O